NC=1C(=C(C=C(C1)C#N)N1C[C@@H](N([C@@H](C1)C)C(=O)OC(C)(C)C)C)Cl tert-butyl (2S,6R)-4-(3-amino-2-chloro-5-cyanophenyl)-2,6-dimethylpiperazine-1-carboxylate